(6S,9R)-N-(3,4-dichlorophenyl)-6,7,8,9-tetrahydro-5H-6,9-epiminocyclohepta[c]pyridine-10-carboxamide ClC=1C=C(C=CC1Cl)NC(=O)N1[C@@H]2CC3=C(C=NC=C3)[C@H]1CC2